3-nitro-1,2,4-triazol-1-yl-tris(pyrrolidin-1-yl)phosphonium hexafluorophosphate F[P-](F)(F)(F)(F)F.[N+](=O)([O-])C1=NN(C=N1)[P+](N1CCCC1)(N1CCCC1)N1CCCC1